C1(=CC=CC=C1)C1=NC(=NC(=N1)C1=CC=CC=C1)C1=CC=C(C=C1)N1C2=CC=CC=C2C=2C=C(C=CC12)C=1C=CC=2N(C3=CC=CC=C3C2C1)C1=CC=CC=C1 9-[4-(4,6-diphenyl-1,3,5-triazin-2-yl)phenyl]-9'-phenyl-9H,9'H-3,3'-bicarbazol